(R)-tert-butyl 4-(4-hydroxycyclohexyl)-2,2-dimethyloxazolidine-3-carboxylate OC1CCC(CC1)[C@H]1N(C(OC1)(C)C)C(=O)OC(C)(C)C